2-(4-bromophenyl)-6,7,8,9-tetrahydro-4H-furo[2,3-D]pyrido[1,2-a]pyrimidin-4-one BrC1=CC=C(C=C1)C1=CC2=C(N=C3N(C2=O)CCCC3)O1